4-((2-Bromo-3'-(3-(hydroxymethyl)-1,2,4-oxadiazol-5-yl)-2'-methyl-[1,1'-biphenyl]-3-yl)methoxy)-5-chloro-2-(pyridin-3-ylmethoxybenzyl)-L-serine BrC1=C(C=CC=C1COC1=CC=C(C([C@](N)(CO)C(=O)O)OCC=2C=NC=CC2)C=C1Cl)C1=C(C(=CC=C1)C1=NC(=NO1)CO)C